C1=C(C=CC2=NC=3CCC=CC3C=C12)CCCN Acridine-2(6H)-propylamine